5-(isobutylamino)-4-(trifluoromethyl)-5,6,7,8-tetrahydro-1H-quinolin-2-one C(C(C)C)NC1C=2C(=CC(NC2CCC1)=O)C(F)(F)F